6-chloro-4-cyclopropyl-1-methoxy-2,7-naphthyridine ClC=1C=C2C(=CN=C(C2=CN1)OC)C1CC1